C(C)(=O)C=1C(=CC(=C(C1)NC(=O)NC1=CC=C(C=C1)C(F)(F)F)OC)O 1-(5-acetyl-4-hydroxy-2-methoxyphenyl)-3-(4-(trifluoromethyl)phenyl)urea